(S)-4-(2-carbamoylphenyl)-2-(methylamino)butanoic acid C(N)(=O)C1=C(C=CC=C1)CC[C@@H](C(=O)O)NC